dimethyl-6,7,8,9-tetrahydro-1H-imidazo[4,5-c]chinolin-1-ethanol CC1=NC=2CCCCC2C2=C1N=C(N2CCO)C